COC(C(CC(=O)C1CC1)=O)=O.N=1C(=CN2C1C=CC=C2)C=2C=C(C(=O)N1CCC(CC1)NC(=O)C1=CC(=NC=C1)NC1=CC=CC=C1)C=CC2 N-(1-(3-(imidazo[1,2-a]pyridin-2-yl)benzoyl)piperidin-4-yl)-2-(anilino)pyridine-4-carboxamide methyl-4-cyclopropyl-2,4-dioxobutyrate